5'-[1-methyl-1,1-ethanediylbis(1,4-phenylene)dioxy]bis(isobenzofuran-1,3-dione) CC(C)(C1=CC=C(C=C1)OC1=C2C(OC(C2=CC=C1)=O)=O)C1=CC=C(C=C1)OC1=C2C(OC(C2=CC=C1)=O)=O